O\N=C(\C1=CC(=NC=C1)OC(C)C)/N (Z)-N'-hydroxy-2-isopropoxyisonicotinamidine